BrC1=C(C=C(C(=C1)C(F)(F)F)OC)S(=O)(=O)N[C@@H](CNC1=CC=CC=C1)CCC(C)(F)F (R)-2-bromo-N-(5,5-difluoro-1-(phenylamino)hexan-2-yl)-5-methoxy-4-(trifluoromethyl)benzenesulfonamide